5-(3-{1-[(2E)-2-(aminomethyl)-3-fluoroprop-2-en-1-yl]-5-oxo-1,5-dihydro-4H-1,2,4-triazol-4-yl}phenyl)-1,3-dimethylpyridin-2(1H)-one hydrochloride Cl.NC/C(/CN1N=CN(C1=O)C=1C=C(C=CC1)C=1C=C(C(N(C1)C)=O)C)=C\F